NC=1SC(=CN1)C(=O)NC1=C(C=C(C(=C1)C(NC1CN(C1)C(=O)C1CC1)=O)F)C 2-Amino-N-[5-[[1-(cyclopropanecarbonyl)azetidin-3-yl]carbamoyl]-4-fluoro-2-methylphenyl]-1,3-thiazole-5-carboxamide